2-((R)-5-methyl-6-(5-((S)-3-methyl-4-(2-azaspiro[3.3]heptan-6-yl)piperazin-1-yl)pyrimidin-2-yl)-6,7,8,9-tetrahydro-5H-pyrido[3',4':4,5]pyrrolo[2,3-c]pyridazin-3-yl)phenol C[C@H]1N(CCC2=C1C1=C(N=NC(=C1)C1=C(C=CC=C1)O)N2)C2=NC=C(C=N2)N2C[C@@H](N(CC2)C2CC1(CNC1)C2)C